CS(=O)(=O)C[C@@H]1[C@H](N(C1)C=1C=CC(=C2C=C(N=CC12)NC1=NC(=NC=C1)N1CCC(CC1)OCCO)C(C)C)C 2-({1-[4-({8-[(2R,3S)-3-(methanesulfonylmeth-yl)-2-methylazetidin-1-yl]-5-(propan-2-yl)isoquinolin-3-yl}amino)pyrimidin-2-yl]piperidin-4-yl}oxy)ethan-1-ol